4-[(2R)-3-(3,4-dihydro-1H-isoquinolin-2-yl)-2-hydroxypropyl]-2-methyl-8-(4-piperidinyloxy)-2,3-dihydro-1,4-benzoxazepin-5-one dihydrochloride Cl.Cl.C1N(CCC2=CC=CC=C12)C[C@H](CN1CC(OC2=C(C1=O)C=CC(=C2)OC2CCNCC2)C)O